F[P-](F)(F)(F)(F)F.C(=O)(OC)C1=C(C=CC=C1)[S+](C)C1=C(C=CC=C1)C(=O)OC Di-(carbomethoxyphenyl)-methylsulfonium hexafluoro-phosphat